1,5-Diamino-3-oxapentan NCCOCCN